2-(dimethylamino)-1-(3-(2-(3-isopropyl-2-(8-methoxy-[1,2,4]triazolo[1,5-a]pyridin-6-yl)-1H-indol-5-yl)ethyl)azetidin-1-yl)ethan-1-one CN(CC(=O)N1CC(C1)CCC=1C=C2C(=C(NC2=CC1)C=1C=C(C=2N(C1)N=CN2)OC)C(C)C)C